(3-FORMYL-2-METHYL-PHENYL)-CARBAMIC ACID TERT-BUTYL ESTER C(C)(C)(C)OC(NC1=C(C(=CC=C1)C=O)C)=O